tert-butyl 3-(methylaminomethyl)pyrrolidine-1-carboxylate CNCC1CN(CC1)C(=O)OC(C)(C)C